1-(aminomethyl)cyclobutanecarboxylic acid NCC1(CCC1)C(=O)O